2-([1,1'-biphenyl]-3-yl)-4-phenyl-6-(4',5',6'-triphenyl-[1,1':2',1'':3'',1'''-quaterphenyl]-3'''-yl)-1,3,5-triazine C1(=CC(=CC=C1)C1=NC(=NC(=N1)C1=CC=CC=C1)C=1C=C(C=CC1)C=1C=C(C=CC1)C=1C(=C(C(=C(C1)C1=CC=CC=C1)C1=CC=CC=C1)C1=CC=CC=C1)C1=CC=CC=C1)C1=CC=CC=C1